F[B-](F)(F)F.C(CCCCCCCCC)N1C(N(C=C1)C)C 1-decyl-2,3-dimethylimidazole tetrafluoroborate